8-(6-(3-(2-oxa-6-azaspiro[3.3]heptan-6-yl)propoxy)pyridin-3-yl)-7-fluoro-1-isopropyl-3-methyl-1,3-dihydro-2H-imidazo[4,5-c]cinnolin-2-one C1OCC12CN(C2)CCCOC2=CC=C(C=N2)C2=CC=1C3=C(N=NC1C=C2F)N(C(N3C(C)C)=O)C